tert.butoxycarbamate C(C)(C)(C)ONC([O-])=O